(5-((2S,4R)-1-((R)-2-(2-naphthoylamino)-3-cyclohexylpropionyl)-4-(4-(2-hydroxypropan-2-yl)-1H-1,2,3-triazol-1-yl)pyrrolidine-2-carboxamido)-7-amino-6,7-dioxoheptyl)carbamic acid C1=C(C=CC2=CC=CC=C12)C(=O)N[C@@H](C(=O)N1[C@@H](C[C@H](C1)N1N=NC(=C1)C(C)(C)O)C(=O)NC(CCCCNC(O)=O)C(C(=O)N)=O)CC1CCCCC1